4-nitrobenzophenone [N+](=O)([O-])C1=CC=C(C(=O)C2=CC=CC=C2)C=C1